O=C1N(C(C2=CC=CC=C12)=O)C1CN(CCC1)C(=O)OCC1=CC=CC=C1 benzyl 3-(1,3-dioxoisoindolin-2-yl)piperidine-1-carboxylate